5-(1-Methylcyclopropoxy)-2-((2-(trimethylsilyl)ethoxy)methyl)-2H-indazole CC1(CC1)OC1=CC2=CN(N=C2C=C1)COCC[Si](C)(C)C